Cl.ClC=1C=C(C=CC1C)NC(C1=NC=C(C=C1)CCCCC)=O N-(3-chloro-4-methylphenyl)-5-pentylpicolinamide hydrogen chloride